CN(CCS(=O)(=O)N[C@@H]1CCCOC1)C (2S,5R)-5-((2-(dimethylamino)ethyl)sulfonamido)tetrahydro-2H-pyran